FCF 1,1-difluoromethane